N-((1R)-1-{4-[1-methyl-1-(phenylsulfonyl)ethyl]phenyl}ethyl)methanesulfonamide CC(C)(S(=O)(=O)C1=CC=CC=C1)C1=CC=C(C=C1)[C@@H](C)NS(=O)(=O)C